tert-Butyl N-[(1S)-1-[4-[4-[(dimethylamino)methyl]thiazol-5-yl]phenyl]ethyl]carbamate CN(C)CC=1N=CSC1C1=CC=C(C=C1)[C@H](C)NC(OC(C)(C)C)=O